Methyl-1-(4-methylthiophenyl)-2-morpholinopropane-1-one CC(C(=O)C=1SC=C(C1)C)(C)N1CCOCC1